Cl.FC=1C=CC(=C(C(=O)N)C1)OC1=CN(CN=N1)N1CC2(C1)CCN(CC2)CC2(CCNCC2)F 5-fluoro-2-((4-(7-((4-fluoropiperidin-4-yl)methyl)-2,7-diazaspiro[3.5]nonan-2-yl)-1,2,4-triazin-6-yl)oxy)benzamide hydrochloride